N,N-dimethylbenzylbehenylamine CN(C)CCCCCCCCCCCCCCCCCCCCCCCC1=CC=CC=C1